5-(6-Chloro-5-(4-(methylsulfonyl)piperazin-1-yl)benzo[d]oxazol-2-yl)-2,3-difluorophenol ClC1=CC2=C(N=C(O2)C=2C=C(C(=C(C2)O)F)F)C=C1N1CCN(CC1)S(=O)(=O)C